(R)-(7-((4-(ethylamino)-3-(trifluoromethyl)-1H-pyrrolo[2,3-b]pyridin-6-yl)amino)-2,3-dihydrobenzo-furan-4-yl)(3-morpholinopyrrolidin-1-yl)methanone C(C)NC1=C2C(=NC(=C1)NC1=CC=C(C=3CCOC31)C(=O)N3C[C@@H](CC3)N3CCOCC3)NC=C2C(F)(F)F